ethoxyglycidyl-sulfonate (ethoxy glycidyl-sulfonate) C(C)OC(C1CO1)S(=O)(=O)O.C(C)OC(C1CO1)S(=O)(=O)O